1-(2-tert-butoxy-2-oxo-ethyl)-1-[2-(dimethylamino)ethyl]piperidin-1-ium-4-carboxylic acid trifluoroacetate FC(C(=O)[O-])(F)F.C(C)(C)(C)OC(C[N+]1(CCC(CC1)C(=O)O)CCN(C)C)=O